(2R)-2-Aminoglutaric acid 1,5-dimethyl ester hydrochloride Cl.COC([C@@H](CCC(=O)OC)N)=O